FC(C(=O)O)(F)F.NC1(C(COCC1)(O)C)C1=C(C=C(C=C1)C(F)(F)F)F 4-amino-4-(2-fluoro-4-trifluoromethyl-phenyl)-3-methyl-tetrahydro-pyran-3-ol trifluoroacetate salt